6-((5-(1-(2,2-difluoroethyl)-1H-pyrazol-4-yl)-4-((S)-3-hydroxypiperidin-1-yl)pyridin-2-yl)amino)-2-(2-fluoro-6-methoxyphenyl)nicotinamide FC(CN1N=CC(=C1)C=1C(=CC(=NC1)NC1=NC(=C(C(=O)N)C=C1)C1=C(C=CC=C1OC)F)N1C[C@H](CCC1)O)F